6-(3-amino-6-bromo-5-fluoropyrazin-2-yl)-4,4,8-trifluoro-3-methyl-3,4-dihydroisoquinolin-1(2H)-one NC=1C(=NC(=C(N1)F)Br)C=1C=C2C(C(NC(C2=C(C1)F)=O)C)(F)F